1-fluoro-2-oxoethyl phosphonate P(OC(C=O)F)([O-])=O